2-(3-(3-(dimethylamino)-2-hydroxypropyl)-2-oxoimidazolidin-1-yl)-4,6-bis(trifluoromethyl)phenyl(4-fluorophenyl)(methyl)carbamate CN(CC(CN1C(N(CC1)C1=C(C(=CC(=C1)C(F)(F)F)C(F)(F)F)CN(C([O-])=O)C1=CC=C(C=C1)F)=O)O)C